C1(=CC=CC=C1)N(C(=O)N1[C@@H]([C@H]2CC[C@@H](C1)N2C(=O)N2CCN(CC2)C2=CC=CC=C2)C(=O)O)C2=CC=CC=C2 (1R,2S,5S)-3-(diphenylcarbamoyl)-8-(4-phenylpiperazine-1-carbonyl)-3,8-diazabicyclo[3.2.1]octane-2-carboxylic acid